CCCCCCCCCCCCCCCC/C=C\OC[C@H](COP(=O)([O-])OCC[N+](C)(C)C)OC(=O)CCCCCCC/C=C\CCCCCCCC 1-(1Z-Octadecenyl)-2-oleoyl-sn-glycero-3-phosphocholine